N8-(3-chloro-4-(trifluoromethyl)phenyl)-N2-(1-methylcyclopropyl)-9-(piperidin-4-yl)-9H-purine-2,8-diamine ClC=1C=C(C=CC1C(F)(F)F)NC=1N(C2=NC(=NC=C2N1)NC1(CC1)C)C1CCNCC1